N-((4,6-Dichloropyridin-3-yl)methyl)-N-methyl-2-phenylethan-1-amine ClC1=C(C=NC(=C1)Cl)CN(CCC1=CC=CC=C1)C